3-bromo-2-fluorobenzenethiol BrC=1C(=C(C=CC1)S)F